3-(3-Cyano-4-fluorophenyl)-1-(1-(7,8-difluoro-1-oxo-1,2-dihydroisoquinolin-4-yl)ethyl)-1-methylurea C(#N)C=1C=C(C=CC1F)NC(N(C)C(C)C1=CNC(C2=C(C(=CC=C12)F)F)=O)=O